C(C)(=O)OC(CCCCCC)CCCCCCC (Z)-7-tetradecanyl acetate